COC1=C(C=CC(=C1)CCC(=O)CC(=O)CCC2=CC(=C(C=C2)O)OC)O The molecule is a beta-diketone that is curcumin in which both of the double bonds have been reduced to single bonds. It has a role as a metabolite. It is a beta-diketone, a polyphenol and a diarylheptanoid. It derives from a curcumin.